C(CCC)C1=C(C(=O)N)C=C(N=C1NC(C)C1=CC=C(C=C1)F)NC1=NC=CN=C1 butyl-2-[1-(4-fluorophenyl)ethylamino]-6-(pyrazin-2-ylamino)isonicotinamide